(S)-N-(1-(2-chloro-4-fluorophenyl)ethyl)-2-(1-cyclopropyl-3-methyl-4-oxo-1,4-dihydro-5H-pyrrolo[2,3-d]pyridazin-5-yl)acetamide ClC1=C(C=CC(=C1)F)[C@H](C)NC(CN1N=CC2=C(C1=O)C(=CN2C2CC2)C)=O